C(#N)C=1C=CC=2C3=C(NC2C1)C(=C(C=N3)C3=NN=C(S3)N3CC1CCC(C3)N1C(=O)OC(C)(C)C)NC(C)C tert-butyl 3-(5-(7-cyano-4-isopropylamino-5H-pyrido[3,2-b]indol-3-yl)-1,3,4-thiadiazol-2-yl)-3,8-diazabicyclo[3.2.1]octane-8-carboxylate